[Cl-].CC1=C(C(=CC(=C1)C)C)N1C=[N+](C=C1)C1=C(C=C(C=C1C)C)C 1,3-bis(2,4,6-trimethylphenyl)imidazolium chloride salt